[C@H]1(CCCC2=CC=CC=C12)N (1R)-Tetrahydronaphthalen-1-amine